N-(5-cyano-4-((2-methoxyethyl)amino)pyridin-2-yl)-5-formyl-6-(pyridin-3-yl)-1-methyl-1H-pyrrolo[3,2-b]pyridine-3-carboxamide C(#N)C=1C(=CC(=NC1)NC(=O)C1=CN(C=2C1=NC(=C(C2)C=2C=NC=CC2)C=O)C)NCCOC